ClC1=CC2=C(N(C(N=C2)=O)C=2C(=NC(=NC2C(C)C)NC)C(C)C)N=C1C1=C(C=CC=C1)F 6-chloro-1-(4,6-diisopropyl-2-(methylamino)pyrimidin-5-yl)-7-(2-fluorophenyl)pyrido[2,3-d]pyrimidin-2(1H)-one